ethyl 2,4-difluorobenzoate FC1=C(C(=O)OCC)C=CC(=C1)F